COC(C1=CC=C(C(=C1)F)C(F)(F)F)=O 5-fluoro-4-(trifluoromethyl)-benzoic acid methyl ester